C(C1=CC=CC=C1)NC(\C=C\C)=O (E)-N-benzylbut-2-enamide